1,2,3-trimethylpiperazine hydrochloride Cl.CN1C(C(NCC1)C)C